2-(Dibenzo[b,d]furan-1-yl)-4,4,5,5-tetramethyl-1,3,2-dioxaborolane C1(=CC=CC=2OC3=C(C21)C=CC=C3)B3OC(C(O3)(C)C)(C)C